2-fluoro-5-((4-oxo-3,4-dihydrophthalazinyl)methyl)benzoic acid FC1=C(C(=O)O)C=C(C=C1)CC1=NNC(C2=CC=CC=C12)=O